2-(3-Imidazol-1-yl-propylamino)-N-(4-trifluoromethoxy-phenyl)-nicotinamide N1(C=NC=C1)CCCNC1=C(C(=O)NC2=CC=C(C=C2)OC(F)(F)F)C=CC=N1